N[C@]1(CN(C[C@@H]1CCCB(O)O)CC=1N(C=CN1)C)C(=O)O (3R,4S)-3-amino-4-(3-boronopropyl)-1-((1-methyl-1H-imidazol-2-yl)methyl)pyrrolidine-3-carboxylic acid